O[C@@H]1[C@H]([C@H](NC1)CC1=CC=C(C=C1)OC)N(C(O)=O)CCC1=NC=C(N1)C.BrC1=NC=C(C=C1)C=1NC=C(N1)C(F)(F)F 2-bromo-5-(4-(trifluoromethyl)-1H-imidazol-2-yl)pyridine (2R,3S,4S)-4-hydroxy-2-[(4-methoxyphenyl)methyl]pyrrolidin-3-yl-N-[2-(4-methyl-3H-imidazol-2-yl)ethyl]carbamate